2,4-dichloro-6-(1-methyl-1H-pyrazol-4-yl)pyrimidine ClC1=NC(=CC(=N1)Cl)C=1C=NN(C1)C